3-(2-(bis(methyl-d3)amino) ethyl-1,1,2,2-d4)-1H-indol-4-yl (S)-3-(aminometh-yl)-5-methyl-hexanoate NC[C@H](CC(=O)OC1=C2C(=CNC2=CC=C1)C(C([2H])([2H])N(C([2H])([2H])[2H])C([2H])([2H])[2H])([2H])[2H])CC(C)C